1-ethyl-2-methyl-3-(4-methylphenyl)azetidine-3-carboxylic acid methyl ester COC(=O)C1(C(N(C1)CC)C)C1=CC=C(C=C1)C